tert-Butyl 3-((2-chloro-4-(trifluoromethyl)phenyl)sulfonyl)azetidine-1-carboxylate ClC1=C(C=CC(=C1)C(F)(F)F)S(=O)(=O)C1CN(C1)C(=O)OC(C)(C)C